Cl.ClC1=C2CCNCC2=C(C(=C1OC)OC)Cl 5,8-Dichloro-6,7-dimethoxy-1,2,3,4-tetrahydroisoquinoline hydrochloride